FC1=CC(=C(C=CC=2C=C(C(=C(C2)OC)OC)OC)C=C1)OC 5-(4-fluoro-2-methoxystyryl)-1,2,3-trimethoxybenzene